5-[(3-iodophenoxypropylsulfanyl)methyl]-1,3,4-oxadiazol-2(3H)-one IC=1C=C(OCCCSCC2=NNC(O2)=O)C=CC1